(S)-N2-(oxetan-2-ylmethyl)-5-(5-(trifluoromethyl)-1,2,4-oxadiazol-3-yl)Pyridine O1C(CC1)CN1OC(=N[C@@H]1C=1C=CC=NC1)C(F)(F)F